FC(C1=C(C=C2CCCN(C2=C1)C1=NC(=CC2=CC=C(C=C12)C=1CCOCC1)C(=O)OC)C=1C=NN(C1)C)F methyl 1-[7-difluoromethyl-6-(1-methyl-1H-pyrazol-4-yl)-3,4-dihydro-2H-quinolin-1-yl]-7-(3,6-dihydro-2H-pyran-4-yl)-isoquinoline-3-carboxylate